tert-Butyl (S)-(1-(6-chloro-6'-((4-methylpiperazin-1-yl)methyl)-[3,3'-bipyridin]-4-yl)piperidin-3-yl)carbamate ClC1=CC(=C(C=N1)C=1C=NC(=CC1)CN1CCN(CC1)C)N1C[C@H](CCC1)NC(OC(C)(C)C)=O